N-[1-[4-amino-6-carbamoyl-5-(3-fluorophenyl)pyrimidin-2-yl]-4-methylpiperidin-4-yl]carbamic acid tert-butyl ester C(C)(C)(C)OC(NC1(CCN(CC1)C1=NC(=C(C(=N1)N)C1=CC(=CC=C1)F)C(N)=O)C)=O